CN(CCNC(C1=CC(=CC=C1)C1=CN=C2N1N=C(C=C2)C2=COC=C2)=O)C N-(2-dimethylamino-ethyl)-3-[6-(3-furyl)imidazo[1,2-b]pyridazin-3-yl]benzamide